FC1=C(C=CC(=C1)CC1CC(C1)OC(F)(F)F)C=1C=C2C(=CC=NC2=CC1)NC=1C=CC2=C(N=CS2)C1 N-(6-(2-fluoro-4-(((1s,3r)-3-(trifluoromethoxy)cyclobutyl)methyl)phenyl)quinolin-4-yl)benzo[d]thiazol-5-amine